C(C)(=O)N1CC(CCC1)N1C(C(=CC2=C1N=C(N=C2)NC2=CC=C(C=C2)N2CCN(CC2)C)OC2=C(C=CC=C2)NC(C=C)=O)=O N-[2-[8-(1-acetyl-3-piperidyl)-2-[4-(4-methylpiperazin-1-yl)anilino]-7-oxo-pyrido[2,3-d]pyrimidin-6-yl]oxyphenyl]prop-2-enamide